FC(C=1C(=C(C=CC1)[C@@H](C)NC=1C2=C(N=C(N1)C)N=C(C(=C2)C(=O)N)N2CCCC2)F)F (R)-4-(1-(3-(difluoromethyl)-2-fluorophenyl)ethylamino)-2-methyl-7-(pyrrolidin-1-yl)pyrido[2,3-d]pyrimidine-6-carboxamide